COC=1C(C(=C(C(C1OC)=O)C)C\C=C(\CC\C=C(\CCC=C(C)C)/C)/C)=O 2,3-dimethoxy-5-methyl-6-((2E,6E)-3,7,11-trimethyldodec-2,6,10-trienyl)cyclohexa-2,5-diene-1,4-dione